4-chloro-3-methyl-6-(trifluoromethyl)-3H-imidazo[4,5-c]Pyridine ClC1=NC(=CC2=C1N(C=N2)C)C(F)(F)F